S1C(=CC=C1C(=O)O)C=1SC=CC1 [2,2'-bithiophene]-5-carboxylic acid